3-(6-methyl-2-pyridinyl)-N-phenyl-4-(4-quinolinyl)-1H-pyrazole-1-thiocarbonylamide CC1=CC=CC(=N1)C1=NN(C=C1C1=CC=NC2=CC=CC=C12)C(=S)[N-]C1=CC=CC=C1